N(=[N+]=[N-])C=1C(=NC=CN1)N(C(OC(C)(C)C)=O)C tert-Butyl (3-azidopyrazin-2-yl)(methyl)carbamate